N1(N=NN=C1)CC(=O)N[C@H](C)[C@@H]1[C@H]2[C@H](C(=C(N2C1=O)C(=O)O)SC1CN(C1)C=1SCCN1)C (4R,5S,6R)-6-((R)-1-(2-(1H-tetrazol-1-yl)acetamido)ethyl)-3-(1-(4,5-dihydrothiazol-2-yl)azetidin-3-ylthio)-4-methyl-7-oxo-1-azabicyclo[3.2.0]hept-2-ene-2-carboxylic acid